C1=CC=CC=2C3=CC=CC=C3C(C12)COC(=O)N[C@H](C(=O)O)CC=1SC2=C(N1)C=CC(=C2)F (2S)-2-({[(9H-fluoren-9-yl)methoxy]carbonyl}amino)-3-(6-fluoro-1,3-benzothiazol-2-yl)propanoic acid